NC[C@@]1(OC2=C(C1)C(=C(C(=C2)F)Cl)C=2N=C1N(C=C(C=C1F)C(=O)N)C2)C2=CC=CC=C2 (S)-(2-(Aminomethyl)-5-chloro-6-fluoro-2-phenyl-2,3-dihydrobenzofuran-4-yl)-8-fluoroimidazo[1,2-a]pyridine-6-carboxamide